O1C=CC2=NC=CC(=C21)O[C@@H]2C[C@@H](N(C2)CC2=CN=C(S2)NC(C)=O)C N-(5-(((2S,4R)-4-(furo[3,2-b]pyridin-7-yloxy)-2-methylpyrrolidin-1-yl)methyl)thiazol-2-yl)acetamide